1-(2'-chlorobiphenyl-4-yl)ethanone ClC1=C(C=CC=C1)C1=CC=C(C=C1)C(C)=O